Methyl (2E)-2-[2-[[(E)-1-[5-(4-fluorophenyl)thiazol-2-yl]ethylideneamino]oxymethyl]-3-methyl-phenyl]-2-methoxyimino-acetate FC1=CC=C(C=C1)C1=CN=C(S1)\C(\C)=N\OCC1=C(C=CC=C1C)\C(\C(=O)OC)=N/OC